[C@@H]1([C@H](O1)C(=O)O)C(=O)O CIS-EPOXYSUCCINIC ACID